N(=NC(=O)OCC)C(=O)OCC.[N] nitrogen Diethyl azodicarboxylate